4-(6-(N-(6-(o-tolyl)-5-(trifluoromethyl)pyridin-2-yl)sulfamoyl)Pyridin-2-yl)piperazine-1-carboxylic acid tert-butyl ester C(C)(C)(C)OC(=O)N1CCN(CC1)C1=NC(=CC=C1)S(NC1=NC(=C(C=C1)C(F)(F)F)C1=C(C=CC=C1)C)(=O)=O